6-Bromo-2-trityl-3,4-dihydro-1H-isoquinoline BrC=1C=C2CCN(CC2=CC1)C(C1=CC=CC=C1)(C1=CC=CC=C1)C1=CC=CC=C1